2-Methoxychalcone COC1=C(C=CC=C1)\C=C\C(=O)C1=CC=CC=C1